FC1=C(C(=O)NC=2C(=C(C=NC2)C(=O)O)C2=NC=CC=C2)C=C(C(=C1)C(F)(F)F)C1=NN(C=C1)C 5-[[2-fluoro-5-(1-methylpyrazol-3-yl)-4-(trifluoromethyl)benzoyl]amino]-4-(2-pyridyl)pyridine-3-carboxylic acid